N-(1-methyl-3-(3-methyl-7-(methylsulfonyl)-2,3-dihydro-[1,4]dioxino[2,3-c]pyridin-5-yl)-1H-pyrrolo[2,3-c]pyridin-5-yl)acetamide CN1C=C(C=2C1=CN=C(C2)NC(C)=O)C2=NC(=CC1=C2OC(CO1)C)S(=O)(=O)C